2-(2-bromo-5-fluorophenyl)-2-oxoacetic acid methyl ester COC(C(=O)C1=C(C=CC(=C1)F)Br)=O